C=1C=CCP2C=CC=CC12 Phosphinolizine